NC1=CC=C(C=C1)CNC(OC(C)(C)C)=O tert-butyl N-[(4-aminophenyl)methyl]carbamate